NC1=NC=C(C=C1O[C@H](C)C=1C=C(C=CC1)NC(C1=CC(=CC=C1)N(C)C)=O)C1=CC(=C(C=C1)O)OC (R)-N-(3-(1-((2-Amino-5-(4-hydroxy-3-methoxyphenyl)pyridin-3-yl)oxy)ethyl)phenyl)-3-(dimethylamino)benzamid